NC1=C(C(=CC=2SC(=CC21)C(CCC(=O)O)=O)OC)O 4-(4-amino-5-hydroxy-6-methoxybenzo[b]thiophen-2-yl)-4-oxobutanoic acid